FCCN1CC(CCC1)(C)CO (1-(2-fluoroethyl)-3-methylpiperidin-3-yl)methanol